(2S,11aR)-7-fluoro-6-(2-methoxy-2-methylpropoxy)-8-methyl-2-((2-oxo-1,2,3,4-tetrahydro-1,6-naphthyridin-7-yl)oxy)-2,3,11,11a-tetrahydro-1H,5H-benzo[f]pyrrolo[2,1-c][1,4]oxazepin-5-one FC=1C(=CC2=C(C(N3[C@@H](CO2)C[C@@H](C3)OC3=NC=C2CCC(NC2=C3)=O)=O)C1OCC(C)(C)OC)C